2-(methylsulfonyl)ethylamine CS(=O)(=O)CCN